CC1=NC=2N(C(=C1)[C@@]13CN(CC[C@H]3C1)C(=O)OC)N=C(C2)[C@@H]2CC[C@H](CC2)C(F)(F)F methyl (1S,6R)-1-{5-methyl-2-[trans-4-(trifluoromethyl)cyclohexyl]pyrazolo[1,5-a]pyrimidin-7-yl}-3-azabicyclo[4.1.0]heptane-3-carboxylate